Cl.C(C)C1=NN=C(S1)C1=CC(=C(C(=O)N([C@H]2CNCCC2)C2=NC=CC3=C(C=CC(=C23)C)F)C=C1)F (R)-4-(5-ethyl-1,3,4-thiadiazol-2-yl)-2-fluoro-N-(5-fluoro-8-methylisoquinolin-1-yl)-N-(piperidin-3-yl)benzamide hydrochloride salt